C1(CCCCC1)CNCC=1C=CC=2N(C1)C=C(N2)CNC(=O)C=2N=C1N(C(C2)=O)C=CC=C1 N-[(6-{[(cyclohexyl-methyl)amino]methyl}imidazo[1,2-a]pyridin-2-yl)methyl]-4-oxo-4H-pyrido[1,2-a]pyrimidine-2-carboxamide